((3R,4S)-3-methyl-1-(methylsulfonyl)piperidin-4-yl)-7-(1H-pyrazol-4-yl)-8-((tetrahydro-2H-pyran-4-yl)oxy)-[1,2,4]triazolo[1,5-a]pyridin-2-amine C[C@H]1CN(CC[C@@H]1C1=CC(=C(C=2N1N=C(N2)N)OC2CCOCC2)C=2C=NNC2)S(=O)(=O)C